2-(heptan-3-yl)-5-hydroxymethyl-1,3-dioxolane CCC(CCCC)C1OC(CO1)CO